FC1(CC(C1)C(O)C1=CC2=C(N=C(N=C2)C2=CC=3C(N=C2)=NN(C3)C)S1)F (3,3-difluorocyclobutyl)(2-(2-methyl-2H-pyrazolo[3,4-b]pyridin-5-yl)thieno[2,3-d]pyrimidin-6-yl)methanol